SCC(=O)N[C@@H](CO)C(=O)N[C@@H](CO)C(=O)O mercaptoacetyl-seryl-serine